C(C)C(C(=O)OCCOC1=C(C=CC=C1)O)CCCC (2-(2-ethylhexanoyloxy)ethoxy)phenol